O1CCC(CC1)C=1C=C2C=C(N(C2=CC1)[C@@H]1[C@@](C1)(C)C1=NOC(N1COCC[Si](C)(C)C)=O)C(=O)Cl 5-(Oxan-4-yl)-1-[(1S,2S)-2-[5-oxo-4-(2-trimethylsilylethoxymethyl)-1,2,4-oxadiazol-3-yl]-2-methylcyclopropyl]indole-2-carbonylchloride